Yttrium(III) Oxide [O-2].[Y+3].[O-2].[O-2].[Y+3]